2-amino-4-oxo-6-methylpyrimidinium NC1=[NH+]C(=CC(N1)=O)C